p-(methyldiethoxysilyl)phenyl-succinic anhydride C[Si](C1=CC=C(C=C1)C1C(=O)OC(C1)=O)(OCC)OCC